3-(7-chloro-1H-indol-4-yl)-2-(2,6-diethylphenyl)-4,5,6,7-tetrahydropyrazolo[4,3-c]Pyridine hydrochloride Cl.ClC=1C=CC(=C2C=CNC12)C=1N(N=C2C1CNCC2)C2=C(C=CC=C2CC)CC